C1(CCCC1)CCC(=O)OC1=CC=C2C3=C1O[C@@H]1[C@]34CCN(C([C@@]4(CCC1=O)O)C2)CC2CC2 (4aS,7aR,12bS)-3-(cyclopropylmethyl)-4a-hydroxy-7-oxo-2,3,4,4a,5,6,7,7a-octahydro-1H-4,12-methanobenzofuro[3,2-e]isoquinolin-9-yl 3-cyclopentylpropanoate